C1(=CC=CC=C1)S(=O)(=O)N1C=CC=2C1=NC=CC2C=2C=C(C=CC2)NC(=O)[C@@H](CC(C)C)NC(OC(C)(C)C)=O tert-Butyl N-[(1R)-1-[[3-[1-(benzenesulfonyl)pyrrolo[2,3-b]pyridin-4-yl]phenyl]carbamoyl]-3-methyl-butyl]carbamate